tert-Butyl N-(1-{6-[(S)-benzyloxycarbonylamino(4,4-difluorocyclohexyl)methyl]-imidazo[1,2-b][1,2,4]triazin-3-yl}-3,3-difluorocyclobutyl)carbamate C(C1=CC=CC=C1)OC(=O)N[C@H](C=1N=C2N(N=CC(=N2)C2(CC(C2)(F)F)NC(OC(C)(C)C)=O)C1)C1CCC(CC1)(F)F